spiro[5H-furo[3,4-d]pyrimidine-7,1'-cyclobutane]-2-carboxamide C12(CCC1)OCC1=C2N=C(N=C1)C(=O)N